[Si](C1=CC=CC=C1)(C1=CC=CC=C1)(C(C)(C)C)OC[C@@H]1N(CCN(C1)CC1=C(CCC(C1)(C)C)C1=CC=C(C=C1)Cl)C1=CC=C(C(=O)OC)C=C1 (R)-methyl 4-(2-(((tert-butyldiphenylsilyl)oxy)methyl)-4-((4'-chloro-4,4-dimethyl-3,4,5,6-tetrahydro-[1,1'-biphenyl]-2-yl)methyl)piperazin-1-yl)benzoate